COC1=CC=C(C=C1)COCC1(COC1)CC 4-methoxy-(1-(3-ethyl-3-oxetanylmethoxy)methyl)benzene